C[C@@H]([C@H]1CC[C@@H]2[C@@]1(CC[C@H]3[C@H]2CC=C4[C@@]3(CC[C@@H](C4)O)C)C)[C@H](CCC(C)C)O The molecule is an oxysterol that is the 22S-hydroxy derivative of cholesterol. It is a 22-hydroxy steroid, an oxysterol and a 3beta-hydroxy-Delta(5)-steroid. It derives from a cholesterol.